tert-butyl (3S)-pyrrolidin-3-ylcarbamate N1C[C@H](CC1)NC(OC(C)(C)C)=O